O1COC2=C1C=CC(=C2)C(CC(=O)C2=CC(=NC=C2)Br)=O (1,3-benzodioxol-5-yl)-3-(2-bromopyridin-4-yl)propane-1,3-dione